amino-3-trifluoromethylbenzene NC1=CC(=CC=C1)C(F)(F)F